bis(tributylphosphine) platinum chloride [Pt](Cl)Cl.C(CCC)P(CCCC)CCCC.C(CCC)P(CCCC)CCCC